acryloxypropyltripropoxy-silane C(C=C)(=O)OCCC[Si](OCCC)(OCCC)OCCC